N-(acetaminohexanoyl)-4-hydroxyprolinol N(C(=O)C)CCCCCC(=O)N1[C@@H](CC(C1)O)CO